FC1(C(C1)N1N=CC=C1C)F 1-(2,2-difluorocyclopropyl)-5-methyl-1H-pyrazol